4-bromo-6'-chloro-3',4'-dihydro-2'H-spiro[benzo[d][1,3]dioxol-2,1'-naphthalene] BrC1=CC=CC=2OC3(CCCC4=CC(=CC=C34)Cl)OC21